ClC=1C=C(C=C(C1)NS(=O)(=O)C)NC(=O)C1=CN(C(=C1)C1=NC=C(C=C1OCC1=CC(=CC(=C1)SC)F)F)C N-(3-chloro-5-methanesulfonamidophenyl)-5-(5-fluoro-3-{[3-fluoro-5-(methylsulfanyl)phenyl]methoxy}pyridin-2-yl)-1-methylpyrrole-3-carboxamide